3-(((t-butyldimethylsilyl)oxy)methyl)-5-fluorophenol [Si](C)(C)(C(C)(C)C)OCC=1C=C(C=C(C1)F)O